C(C)(=O)N1CCN(CC1)CCOC1=NN(C(=C1C)NC(=O)N[C@@H]1CN(C[C@H]1C1=CC(=C(C=C1)F)F)CCOC)C1=CC=CC=C1 1-(3-(2-(4-acetylpiperazin-1-yl)ethoxy)-4-methyl-1-phenyl-1H-pyrazol-5-yl)-3-((3s,4r)-4-(3,4-difluorophenyl)-1-(2-methoxyethyl)pyrrolidin-3-yl)urea